N=1NN=NC1C1=CC=C(C=C1)N1CCC2(CC(C2)=CC=2C(=NOC2C2CC2)C2=C(C=CC=C2Cl)Cl)CC1 4-((7-(4-(2H-tetrazol-5-yl)phenyl)-7-azaspiro[3.5]non-2-ylidene)methyl)-5-cyclopropyl-3-(2,6-dichlorophenyl)isoxazole